ON/C(=N/[H])/C=1C=C(C=CC1)CC(C=1SC=CN1)NS(=O)(=O)C=1C=C(NC(CNC([O-])=O)=O)C=CC1 [2-[3-[[2-[3-[(E)-N-hydroxycarbamimidoyl]phenyl]-1-thiazol-2-yl-ethyl]sulfamoyl]anilino]-2-oxo-ethyl]carbamate